CO[C@H]1[C@H]([C@@H](O[C@@H]1CO)N1C=NC=2C(N)=NC=NC12)O 3'-O-Methyl-Adenosine